Propan-2-Yl N-[(2s,4r)-1-Ethanoyl-2-Methyl-6-[4-[[8-(Oxidanylamino)-8-Oxidanylidene-Octanoyl]amino]phenyl]-3,4-Dihydro-2h-Quinolin-4-Yl]carbamate C(C)(=O)N1[C@H](C[C@H](C2=CC(=CC=C12)C1=CC=C(C=C1)NC(CCCCCCC(=O)NO)=O)NC(OC(C)C)=O)C